NC1=C2C(=NC=N1)N(N=C2C2=CC=C(C=C2)OC2=CC=CC=C2)C2CCN(CC2)C(=O)N2CCN(CC2)C=2C=C1CN(C(C1=CC2)=O)C2C(NC(CC2)=O)=O 3-(5-(4-(4-(4-amino-3-(4-phenoxyphenyl)-1H-pyrazolo[3,4-d]pyrimidin-1-yl)piperidine-1-carbonyl)piperazin-1-yl)-1-oxoisoindolin-2-yl)piperidine-2,6-dione